ethyl 1,4,5,7-tetrahydrothiopyrano[3,4-c]pyrazole-3-carboxylate N1N=C(C2=C1CSCC2)C(=O)OCC